C(C)OC(CCC(=O)C1=NC(=CC=C1O)CC1=C(C=CC=C1C(F)(F)F)OC)=O 4-[3-Hydroxy-6-(2-methoxy-6-trifluoromethyl-benzyl)-pyridin-2-yl]-4-oxo-butyric acid ethyl ester